4-(4-chloro-6-(2,2-dimethylpyrrolidin-1-yl)pyridinamido)-2-methylbenzoic acid ClC1=CC(=NC(=C1)N1C(CCC1)(C)C)C(=O)NC1=CC(=C(C(=O)O)C=C1)C